6-iodo-1,3-benzodioxol IC=1C=CC2=C(OCO2)C1